CC1=CC2=C(C3=CC(=CC=C3C(=C2C=C1)OC(=O)OCCCCCCCC)C)OC(=O)OCCCCCCCC 2,7-dimethyl-9,10-bis(n-octyloxycarbonyloxy)anthracene